methyl (Z)-2-[2-bromo-5-[3-(trifluoromethyl)pyrazol-1-yl]phenoxy]-3-methoxy-prop-2-enoate BrC1=C(O\C(\C(=O)OC)=C/OC)C=C(C=C1)N1N=C(C=C1)C(F)(F)F